FC(C1=CC=C(OCCC=2C=C3C(=CNC3=CC2)NS(=O)(=O)C2CCOCC2)C=C1)(F)F N-(5-{2-[4-(trifluoromethyl)phenoxy]ethyl}-1H-indol-3-yl)oxane-4-sulfonamide